(S)-4-(7-(3-chlorophenyl)-5-(N-formylamino)-7H-pyrrolo[2,3-d]pyrimidin-4-yl)-3-methylpiperazine-1-carboxylic acid tert-butyl ester C(C)(C)(C)OC(=O)N1C[C@@H](N(CC1)C=1C2=C(N=CN1)N(C=C2NC=O)C2=CC(=CC=C2)Cl)C